2,2,2-trichloroethyl (3-((tert-butyldimethylsilyl) oxy)-2-(3-methylbenzyl) propyl)carbamate [Si](C)(C)(C(C)(C)C)OCC(CNC(OCC(Cl)(Cl)Cl)=O)CC1=CC(=CC=C1)C